(2S)-3-(3-{[3-(Hydrazinecarbonyl)phenoxy]methyl}phenyl)-2-[(3R)-pyrrolidin-3-yl]propanoic acid hydrochloride Cl.N(N)C(=O)C=1C=C(OCC=2C=C(C=CC2)C[C@H](C(=O)O)[C@@H]2CNCC2)C=CC1